C(=O)(OC(C)(C)C)C1=CC=C(C=C)C=C1 4-boc-styrene